FC=1C(=CC(=C(C1)C1=CC(=C(N1C)C)C(=O)N(C=1C=NN(C1)C)C1=CC=C(C=C1)O)C(=O)N1CC2=CC=CC=C2C[C@H]1C)OC 5-(5-Fluoro-4-methoxy-2-{[(3R)-3-methyl-3,4-dihydroisoquinolin-2(1H)-yl]carbonyl}phenyl)-N-(4-hydroxyphenyl)-1,2-dimethyl-N-(1-methyl-1H-pyrazol-4-yl)-1H-pyrrole-3-carboxamide